aminomethyl-trimethoxysilane NC[Si](OC)(OC)OC